2-(2-((3R and S,4S and R)-3-fluorotetrahydro-2H-pyran-4-yl)-2H-pyrazolo[3,4-b]pyridin-6-yl)-3-methyl-5-(trifluoro-methyl)phenol F[C@H]1COCC[C@@H]1N1N=C2N=C(C=CC2=C1)C1=C(C=C(C=C1C)C(F)(F)F)O |r|